5-bromo-N-((6-methylpyridin-2-yl)methyl)-1,3,4-thiadiazole-2-carboxamide BrC1=NN=C(S1)C(=O)NCC1=NC(=CC=C1)C